(S)-4-(cyclopropyl(4-(5,6,7,8-tetrahydro-1,8-naphthyridin-2-yl)butyl)amino)-2-((2-(trifluoromethyl)pyrimidin-4-yl)amino)butanoic acid C1(CC1)N(CC[C@@H](C(=O)O)NC1=NC(=NC=C1)C(F)(F)F)CCCCC1=NC=2NCCCC2C=C1